B(O)O borane-diol